N-(2-methyl-5-(1,2,4-oxadiazol-3-yl)phenyl)pyrazolo[1,5-a]pyridine-3-carboxamide CC1=C(C=C(C=C1)C1=NOC=N1)NC(=O)C=1C=NN2C1C=CC=C2